C(C)(=O)NC(C)(C)C1=C(C=CC(=N1)NC(=O)C1CC1)Br N-(6-(2-acetamidopropan-2-yl)-5-bromopyridin-2-yl)cyclopropanecarboxamide